FC1=C(C(=CC(=C1)C1=NC=CC=C1)O)N1CC(NS1(=O)=O)=O 5-(2-fluoro-6-hydroxy-4-(pyridin-2-yl)phenyl)-1,2,5-thiadiazolidin-3-one 1,1-dioxide